5-(isobutoxymethyl)Quinoline-8-ol hydrochloride Cl.C(C(C)C)OCC1=C2C=CC=NC2=C(C=C1)O